tert-Butyl 9-(6-(1H-benzo[d]imidazol-2-yl)picolinoyl)-3,9-diazaspiro[5.5]undecane-3-carboxylate N1C(=NC2=C1C=CC=C2)C2=CC=CC(=N2)C(=O)N2CCC1(CCN(CC1)C(=O)OC(C)(C)C)CC2